1-(4-(methylsulfonyl)benzyl)piperazine hydrochloride Cl.CS(=O)(=O)C1=CC=C(CN2CCNCC2)C=C1